2,5-dimethyl-heptane CC(C)CCC(CC)C